2-bromo-5-formyl-4-methyl-1H-pyrrole-3-carboxylic acid ethyl ester C(C)OC(=O)C1=C(NC(=C1C)C=O)Br